3-phenyl-5-chloroanthranilic anhydride C1(=CC=CC=C1)C1=C(C(C(=O)OC(C=2C(N)=C(C=C(C2)Cl)C2=CC=CC=C2)=O)=CC(=C1)Cl)N